3-(5-amino-2-bromo-4-fluorophenyl)-7-chloro-1-(2,2,2-trifluoroethyl)-1,6-naphthyridin-2(1H)-one NC=1C(=CC(=C(C1)C=1C(N(C2=CC(=NC=C2C1)Cl)CC(F)(F)F)=O)Br)F